tri-lysine acetate C(C)(=O)O.N[C@@H](CCCCN)C(=O)O.N[C@@H](CCCCN)C(=O)O.N[C@@H](CCCCN)C(=O)O